4-(((2-(ethyl(methyl)amino)ethyl)carbamoyl)oxy)octanoic acid C(C)N(CCNC(=O)OC(CCC(=O)O)CCCC)C